C(C)(C)C=1C2=C(N=C(N1)NC1CNCCC1)C(=NC(=C2)C(F)(F)F)N isopropyl-N2-(piperidin-3-yl)-6-(trifluoromethyl)pyrido[3,4-d]pyrimidine-2,8-diamine